hexakis(bromomethyl)benzene BrCC1=C(C(=C(C(=C1CBr)CBr)CBr)CBr)CBr